S1C=NC2=C1C=CC=C2C(NC(=O)[C@@H]2[C@H]1C([C@H]1CN2C([C@H](C(C)(C)C)NC(C(F)(F)F)=O)=O)(C)C)C#N (1R,2S,5S)-N-[1,3-benzothiazol-4-yl(cyano)methyl]-3-[(2S)-3,3-dimethyl-2-[(2,2,2-trifluoroacetyl)amino]butanoyl]-6,6-dimethyl-3-azabicyclo[3.1.0]hexane-2-carboxamide